1-(9Z-tetradecenoyl)-2-(7Z,10Z,13Z,16Z-docosatetraenoyl)-glycero-3-phospho-(1'-sn-glycerol) CCCCC/C=C\C/C=C\C/C=C\C/C=C\CCCCCC(=O)O[C@H](COC(=O)CCCCCCC/C=C\CCCC)COP(=O)(O)OC[C@H](CO)O